FC(C1=NC(=NC(=C1)C1=CC(=CC=C1)C(F)(F)F)B(O)O)(F)F [4-TRIFLUOROMETHYL-6-[3-(TRIFLUOROMETHYL)PHENYL]PYRIMIDIN-2-YL]BORONIC ACID